(S)-3-(3-fluoro-4-(6-(2-ethyl-2H-tetrazol-5-yl)pyridin-3-yl)phenyl)-5-(hydroxyfluoromethyl)oxazolidin-2-one FC=1C=C(C=CC1C=1C=NC(=CC1)C=1N=NN(N1)CC)N1C(O[C@@H](C1)C(F)O)=O